CN(C)CC=1C=CC2=C(N(C(=N2)NC=2OC3=C(N2)C=C(C=C3)F)C)C1 N-(6-((dimethylamino)methyl)-1-methyl-1H-benzo[d]imidazol-2-yl)-5-fluorobenzo[d]oxazol-2-amine